[1-methyl-2-(methylcarbamoylamino)-2-oxo-ethyl] 4-[(4-methyl-2-oxo-chromen-7-yl)oxymethyl]benzoate CC1=CC(OC2=CC(=CC=C12)OCC1=CC=C(C(=O)OC(C(=O)NC(NC)=O)C)C=C1)=O